C(CC(CCCC=CCCCCCC)O)O tetradec-7-ene-1,3-diol